N-(2-amino-3-cyano-1H-indol-5-yl)acetamide NC=1NC2=CC=C(C=C2C1C#N)NC(C)=O